(E)-7-[2,6-diisopropyl-4-(4-fluorophenyl)-5-carboxymethyl-pyrid-3-yl]-3,5-dihydroxy-hept-6-enoate C(C)(C)C1=NC(=C(C(=C1/C=C/C(CC(CC(=O)[O-])O)O)C1=CC=C(C=C1)F)CC(=O)O)C(C)C